FC1=C(C(=CC=C1)F)[C@@H]1CCC2=NN(C(N21)=O)C21CC(C2)(C1)F (S)-5-(2,6-difluorophenyl)-2-(3-fluorobicyclo[1.1.1]pentan-1-yl)-2,5,6,7-tetrahydro-3H-pyrrolo[2,1-c][1,2,4]triazol-3-one